C(C)(C)(C)OC(=O)N1CCC(CC1)C1=C2C(=NC=C1)NC(=N2)C2CN(CCO2)C(=O)OCC2=CC=CC=C2 Benzyl 2-{7-[1-(tert-butoxycarbonyl)piperidin-4-yl]-3H-imidazo[4,5-b]pyridin-2-yl}morpholine-4-carboxylate